N-tetradecanamide CCCCCCCCCCCCCC(=O)N